C(C1=CC=CC=C1)(=O)N1C[C@H](CC1)NC(C1=CC=CC=C1)=O N-[(3S)-1-benzoylpyrrolidin-3-yl]benzamide